propen oxide C1C(C)O1